tert-butyl (1-(8-bromo-5-(((5-fluoro-2,3-dihydrobenzofuran-4-yl)methyl)amino)imidazo[1,2-c]pyrimidin-2-yl)ethyl)carbamate BrC=1C=2N(C(=NC1)NCC1=C(C=CC3=C1CCO3)F)C=C(N2)C(C)NC(OC(C)(C)C)=O